tert-butyl 3-((2R,6S)-2,6-bis(3-methylpyridin-2-yl)piperidin-1-yl)propylcarbamate CC=1C(=NC=CC1)[C@@H]1N([C@@H](CCC1)C1=NC=CC=C1C)CCCNC(OC(C)(C)C)=O